5-bromo-6-chloro-N-(4-methoxybenzyl)-N-(1-methylcyclopropyl)pyridin-3-sulfonamide BrC=1C=C(C=NC1Cl)S(=O)(=O)N(C1(CC1)C)CC1=CC=C(C=C1)OC